6-(1H-imidazol-1-yl)-4-methoxy-N-((1r,4r)-4-methylcyclohexyl)pyridineamide N1(C=NC=C1)C1=CC(=CC(=N1)C(=O)NC1CCC(CC1)C)OC